BrC1=NN(C(=N1)C(C)O)C (3-Bromo-1-methyl-1H-1,2,4-triazol-5-yl)ethanol